NC=1C(=NN2C1CCC1=CC(=CN=C21)F)C2CCN(CC2)C(=O)OC(C(F)(F)F)C(F)(F)F 1,1,1,3,3,3-hexafluoropropan-2-yl 4-(3-amino-7-fluoro-4,5-dihydropyrazolo[1,5-a][1,8]naphthyridin-2-yl)piperidine-1-carboxylate